C(=C)C=1C=CC=C2C=C(NC12)C(=O)OCC ethyl 7-vinyl-1H-indole-2-carboxylate